N1=CC=C(C=C1)CCNC(=O)C=1NC2=CC=CC=C2C1 N-(2-(pyridin-4-yl)ethyl)-1H-indole-2-carboxamide